BrC=1C=2N(C=C(C1)C(=O)N(C)C1=CC=C(C=C1)Cl)C=CN2 8-bromo-N-(4-chlorophenyl)-N-methyl-imidazo[1,2-a]pyridine-6-carboxamide